C(C=C)N(C1=CC(=C(C=C1)[N+](=O)[O-])N)CC1=CC=C(C=C1)C(F)(F)F N1-allyl-4-nitro-N1-(4-(trifluoromethyl)benzyl)benzene-1,3-diamine